1,3,5-Tris(4-aminophenyl)benzene tertbutyl-3-(5-cyano-3-methyl-1H-indol-2-yl)piperidine-1-carboxylate C(C)(C)(C)OC(=O)N1CC(CCC1)C=1NC2=CC=C(C=C2C1C)C#N.NC1=CC=C(C=C1)C1=CC(=CC(=C1)C1=CC=C(C=C1)N)C1=CC=C(C=C1)N